(3aR,5s,6aS)-N-(2-(1-methyl-1H-indazol-3-yl)propan-2-yl)octahydrocyclopenta[c]pyrrole-5-carboxamide formate salt C(=O)O.CN1N=C(C2=CC=CC=C12)C(C)(C)NC(=O)C1C[C@@H]2[C@@H](CNC2)C1